4-((2-amino-6-chloropurin-9-yl)methyl)phenylboronic acid NC1=NC(=C2N=CN(C2=N1)CC1=CC=C(C=C1)B(O)O)Cl